(5-(bis(4H-benzo[d][1,3]dioxin-6-yl)methyl)octahydropyrrolo[3,4-c]pyrrole-2-carbonyl)-1H-1,2,4-triazole-3-carbonitrile O1COCC2=C1C=CC(=C2)C(N2CC1C(C2)CN(C1)C(=O)N1N=C(N=C1)C#N)C1=CC2=C(OCOC2)C=C1